tert-Butyl {1-[(2,3,4-trifluorophenyl)carbamoyl]azetidin-3-yl}carbamate FC1=C(C=CC(=C1F)F)NC(=O)N1CC(C1)NC(OC(C)(C)C)=O